N([C@@H](CS)C(=O)O)C(CC)S(=O)(=O)O cysteinopropanesulfonic acid